[O-]S(=O)(=O)C(F)(F)F.C(=CC1=CC=CC=C1)[S+]1CCCC1 1-styryltetrahydro-1H-thiophen-1-ium triflate